BrC=1C(=NC=2C(N(C=CC2C1)C)=O)C#N 3-bromo-7-methyl-8-oxo-7,8-dihydro-1,7-naphthyridine-2-carbonitrile